1-(2-chloro-6-fluorobenzyl)-3,4-dimethyl-N-((5-methylfuran-2-yl)methyl)-2-oxo-1,2,3,4-tetrahydro-quinazoline-7-carboxamide ClC1=C(CN2C(N(C(C3=CC=C(C=C23)C(=O)NCC=2OC(=CC2)C)C)C)=O)C(=CC=C1)F